OCCOC(C(=C)C)=O (Hydroxyethyl)-methacrylate